2-fluoro-9,10-bis(benzoyloxy)anthracene FC1=CC2=C(C3=CC=CC=C3C(=C2C=C1)OC(C1=CC=CC=C1)=O)OC(C1=CC=CC=C1)=O